6-(Cyclopropylsulfonyl)-3-iodo-7-methoxyimidazo[1,2-a]pyridine C1(CC1)S(=O)(=O)C=1C(=CC=2N(C1)C(=CN2)I)OC